Br[C@H]1[C@@H](C[C@@H](CC1)[N-]C(=O)OC(C)(C)C)OCC1=CC=CC=C1 ((1R,3R,4R)-4-bromo-3-(benzyloxy)cyclohexyl)tert-butoxycarbonylamide